3-((6-amino-4-chloropyridazin-3-yl)methyl)-5-methylpiperidin-2-one NC1=CC(=C(N=N1)CC1C(NCC(C1)C)=O)Cl